BrC1=CC2=C(N=C(S2)NCC(=O)NCCCCC(=O)NO)C=C1 5-(2-((6-bromobenzo[d]thiazol-2-yl)amino)acetamido)-N-hydroxypentanamide